BrCCCC(C)O 3-bromopropylethanol